3-(benzylamino)pentanoic acid C(C1=CC=CC=C1)NC(CC(=O)O)CC